CC1=C(C=NC2=NN=C(S2)C=2C=C(C(O)=CC2)O)C=CC=C1 4-{5-[(2-methylbenzylidene)amino]-1,3,4-thiadiazol-2-yl}catechol